C(C)(C)N1C=CC=2C1=NC=C(C2)[N+](=O)[O-] 1-isopropyl-5-nitro-1H-pyrrolo[2,3-b]pyridine